FC1=C(C=CC=C1C[C@@H]1N(CC2(CC2)[C@@H]1NS(=O)(=O)CC)C(=O)[C@@H]1OCC1)C1=CC=CC=C1 N-((6S,7S)-6-((2-fluoro-[1,1'-biphenyl]-3-yl)methyl)-5-((R)-oxetane-2-carbonyl)-5-azaspiro[2.4]heptan-7-yl)ethanesulfonamide